ClC=1C=C(C=C(C1)Cl)C1=CC(=CC(=N1)OC=1C=CC(=NC1)N1CCN(CC1)C(=O)OC(C)(C)C)COS(=O)(=O)C tert-Butyl 4-(5-((6-(3,5-dichlorophenyl)-4-(((methylsulfonyl)oxy)methyl)pyridin-2-yl)oxy)pyridin-2-yl)piperazine-1-carboxylate